[1-[4-(3-carbamoyl-4-nitro-pyrazol-1-yl)phenyl]-2,2,2-trifluoroethyl] methanesulfonate CS(=O)(=O)OC(C(F)(F)F)C1=CC=C(C=C1)N1N=C(C(=C1)[N+](=O)[O-])C(N)=O